OCC(C(=O)OC(C)(C)C)=C tertiary butyl 2-(hydroxymethyl)acrylate